CC1N(C2=C(N=CC=C2C=2C1=NN(N2)C2COC2)N)C 4,5-dimethyl-2-(oxetan-3-yl)-4,5-dihydro-2H-[1,2,3]triazolo[4,5-c][1,7]naphthyridin-6-amine